8-(4-(4-((2-(2,6-dioxopiperidin-3-yl)-4-fluoro-1-oxoisoindolin-5-yl)methyl)piperazin-1-yl)piperidin-1-yl)-9-ethyl-6,6-dimethyl-11-oxo-6,11-dihydro-5H-benzo[b]carbazole-3-carbonitrile O=C1NC(CCC1N1C(C2=CC=C(C(=C2C1)F)CN1CCN(CC1)C1CCN(CC1)C=1C(=CC2=C(C(C=3NC4=CC(=CC=C4C3C2=O)C#N)(C)C)C1)CC)=O)=O